5-amino-1-(4-vinylbenzyl)-1H-1,2,4-triazole NC1=NC=NN1CC1=CC=C(C=C1)C=C